i-propylcyclopentadienylhafnium trichloride [Cl-].[Cl-].[Cl-].C(C)(C)[Hf+3]C1C=CC=C1